COC(=O)C=1C=CC=C2C=NN(C12)CC(C(C1=CC(=C(C(=C1)OC)C)OC)O[Si](C)(C)C(C)(C)C)OCCC1=CC=CC=C1 (3-((tert-Butyldimethylsilyl)oxy)-3-(3,5-dimethoxy-4-methylphenyl)-2-phenethoxypropyl)-1H-indazole-7-carboxylic acid methyl ester